tert-butyl 5-(1-(7-morpholino-2-(pyridin-4-yl)pyrazolo[1,5-a]pyrimidin-5-yl)-1H-imidazol-4-yl)-3,6-dihydropyridine-1(2H)-carboxylate O1CCN(CC1)C1=CC(=NC=2N1N=C(C2)C2=CC=NC=C2)N2C=NC(=C2)C2=CCCN(C2)C(=O)OC(C)(C)C